ClC=1C=NC=C(C1[C@@H](C)OC=1C=C2C(=NNC2=CC1)C1=CC=C(N=N1)N1CC(C1)(N)CC1=NN(C=C1)C)Cl (R)-1-[6-[5-[1-(3,5-dichloro-4-pyridinyl)ethoxy]-1H-indazol-3-yl]pyridazin-3-yl]-3-[(1-methylpyrazol-3-yl)methyl]azetidin-3-amine